2-dicyclohexylphosphino-2',4,6'-triisopropyl-1,1'-biphenyl C1(CCCCC1)P(C1=C(C=CC(=C1)C(C)C)C1=C(C=CC=C1C(C)C)C(C)C)C1CCCCC1